4-(1H-imidazol-1-yl)thiazole-2-carboxylic acid N1(C=NC=C1)C=1N=C(SC1)C(=O)O